2-(4-(1H-indole-2-carbonyl)piperazin-1-yl)-2-oxo-N-(tetrahydrofuran-3-yl)acetamide N1C(=CC2=CC=CC=C12)C(=O)N1CCN(CC1)C(C(=O)NC1COCC1)=O